CC(=O)N[C@@H]1[C@H]([C@@H]([C@H](O[C@@H]1OP(=O)([O-])OP(=O)([O-])OC[C@@H]2[C@H]([C@H]([C@@H](O2)N3C=CC(=O)NC3=O)O)O)COP(=O)([O-])O[C@@H]4[C@@H]([C@H]([C@H]([C@H](O4)CO)O)O)O)O)O The molecule is a nucleotide-sugar oxoanion obtained by deprotonation of the phosphate and diphosphate OH groups of UDP-N-acetyl-6-(alpha-D-galactose-1-phosphonato)-alpha-D-glucosamine; major species at pH 7.3. It is a conjugate base of an UDP-N-acetyl-6-(alpha-D-galactose-1-phospho)-alpha-D-glucosamine.